1-bromoheptadecane BrCCCCCCCCCCCCCCCCC